C[Si](C)(C)C#CC1(CCC2(CCOCC2)CC1)O 9-((Trimethylsilyl)ethynyl)-3-oxaspiro[5.5]undecan-9-ol